P([O-])([O-])=O.P(O)(O)=O.[NH+]=1NN=NC1.[NH+]=1NN=NC1 Ditetrazolium bisphosphonate